1,3-bis(di-isopropylamino)-1,3-dimethyldisiloxane C(C)(C)N([SiH](O[SiH](C)N(C(C)C)C(C)C)C)C(C)C